ClC=1C=2N(C=C(C1)C[C@@H]1CC[C@H](CC1)C(=O)O)N=C(N2)C trans-4-[(8-chloro-2-methyl-[1,2,4]triazolo[1,5-a]pyridin-6-yl)methyl]cyclohexanecarboxylic acid